ClC=1C(=C(C=CC1)NC(=S)C=1C(NCCC1NCC1=C(C=NC=C1)OCC1OCCOC1)=O)OC N-(3-chloro-2-methoxyphenyl)-4-[({3-[(1,4-dioxan-2-yl)methoxy]pyridin-4-yl}methyl)amino]-2-oxo-1,2,5,6-tetrahydropyridine-3-carbothioamide